5-(2-methylsulfinylpyrimidin-4-yl)pyrazolo[1,5-a]pyrimidine CS(=O)C1=NC=CC(=N1)C1=NC=2N(C=C1)N=CC2